COC1(CN(C1)C1=NC(=CC2=C1N=C(N=C2)NC2=C(C=C(C=C2)C=2N(C=CN2)C)OC)C)C 8-(3-methoxy-3-methylazetidin-1-yl)-N-(2-methoxy-4-(1-methyl-1H-imidazol-2-yl)phenyl)-6-methylpyrido[3,4-d]pyrimidin-2-amine